ClC1=NC(=NC=C1N1CN(C2=CC=C(C=C2C1=O)C(F)(F)F)C1=C(C=C(C=C1)F)C)OC 3-(4-chloro-2-methoxypyrimidin-5-yl)-1-(4-fluoro-2-methylphenyl)-6-(trifluoromethyl)-2,3-dihydroquinazolin-4(1H)-one